C1(=C(C=CC=C1)C1=CC(=NC2=CC=C(C=C12)CNC1CCOCC1)C)C1=CC=CC=C1 N-((4-([1,1'-biphenyl]-2-yl)-2-methylquinolin-6-yl)methyl)tetrahydro-2H-pyran-4-amine